2-methoxy-3-nitropyridin-4-amine COC1=NC=CC(=C1[N+](=O)[O-])N